BrC=1N=C(SC1CO)C1=CN(C2=NC=CC=C21)S(=O)(=O)C2=CC=C(C)C=C2 (4-bromo-2-(1-tosyl-1H-pyrrolo[2,3-b]pyridin-3-yl)thiazol-5-yl)methanol